C(C)(C)(C)P(C1=C(C(=C(C(=C1C)C)C)C)C1=C(C=C(C=C1C(C)C)C(C)C)C(C)C)C(C)(C)C 2-Di-tert-butylphosphino-3,4,5,6-tetramethyl-2',4',6'-tri-iso-propylbiphenyl